4-bromo-5-(methylsulfonyl)-3-(trifluoromethyl)-1-((2-(trimethylsilyl)ethoxy)methyl)-1H-indazole BrC1=C2C(=NN(C2=CC=C1S(=O)(=O)C)COCC[Si](C)(C)C)C(F)(F)F